((2R,5R)-5-amino-5-(hydroxymethyl)tetrahydro-2H-pyran-2-yl)((S)-1-(4-fluorophenyl)-3,4-dihydroisoquinolin-2(1H)-yl)methanone N[C@]1(CC[C@@H](OC1)C(=O)N1[C@H](C2=CC=CC=C2CC1)C1=CC=C(C=C1)F)CO